3-((3-((8-Methyl-8-azabicyclo[3.2.1]octane-3-yl)oxy)-3-oxopropyl)amino)-7-(Trifluoromethoxy)benzo[e][1,2,4]triazine-1,4-dioxide CN1C2CC(CC1CC2)OC(CCNC=2N=[N+](C1=C([N+]2[O-])C=CC(=C1)OC(F)(F)F)[O-])=O